3-[4-fluoro-1-oxo-5-[4-[[4-(4-piperidyloxy)cyclohexyl]methyl]piperazin-1-yl]isoindolin-2-yl]piperidine-2,6-dione FC1=C2CN(C(C2=CC=C1N1CCN(CC1)CC1CCC(CC1)OC1CCNCC1)=O)C1C(NC(CC1)=O)=O